6-(trifluoromethoxy)pyridin-3-yl (3'R)-5',5'-difluoro-5-methyl-2-oxo[1,3'-bipiperidine]-1'-carboxylate FC1(C[C@H](CN(C1)C(=O)OC=1C=NC(=CC1)OC(F)(F)F)N1C(CCC(C1)C)=O)F